COC(=O)C1=NC2=CC(=C(C=C2C=C1OCC1CC1)O)F (cyclopropylmethoxy)-7-fluoro-6-hydroxy-quinoline-2-carboxylic acid methyl ester